(5R)-3-[3-Fluoro-4-(4,4,5,5-tetramethyl-1,3,2-dioxaborolan-2-yl)phenyl]-5-(triazol-1-ylmethyl)-4,5-dihydroisoxazole FC=1C=C(C=CC1B1OC(C(O1)(C)C)(C)C)C1=NO[C@H](C1)CN1N=NC=C1